(S)-quinuclidin-3-yl (7-(benzo[c][1,2,5]thiadiazol-5-yl)chroman-4-yl)carbamate N=1SN=C2C1C=CC(=C2)C2=CC=C1C(CCOC1=C2)NC(O[C@@H]2CN1CCC2CC1)=O